ON=C(C1CC1)Cl N-Hydroxycyclopropanecarbimidoyl chloride